BrC=1C=C2N(N=CC(=C2NC2CCCC2)C(=NC2=C(C=C(C=C2)O[Si](C)(C)C(C)(C)C)CC)N)C1 6-bromo-N'-[4-[tert-butyl(dimethyl)silyl]oxy-2-ethyl-phenyl]-4-(cyclopentylamino)pyrrolo[1,2-b]pyridazine-3-carboxamidine